C(C)(C)(C)OC(=O)C=1N(N=C(C1Cl)C)C1=CC(=CC=C1)C(N(C)C1=CC2=C(OCO2)C=C1)=O.NC1=CC=C2C(C(N(C2=C1)CC1CN(C1)C1=CC=CC=C1)=O)(C)C 6-amino-3,3-dimethyl-1-((1-phenylazetidin-3-yl)methyl)indolin-2-one tert-butyl-2-[3-[1,3-benzodioxol-5-yl-(methyl)carbamoyl]phenyl]-4-chloro-5-methyl-pyrazole-3-carboxylate